5-bromo-2,6-di(1H-pyrazol-1-yl)pyrimidin-4-amine sulfate salt S(=O)(=O)(O)O.BrC=1C(=NC(=NC1N1N=CC=C1)N1N=CC=C1)N